CC(CCCCCCCOC(CCSCCC(C(=O)NCCCN(C)C)NC(C(CCCCCCCC)CCCCCC)=O)=O)C.CNC(CC1=CC=C(C=C1)CN1C(NC2=C1C=CC=C2)=O)=O N-methyl-2-(4-((2-oxo-2,3-dihydro-1H-benzo[d]imidazol-1-yl)methyl)phenyl)acetamide 8-methylnonyl-3-((4-((3-(dimethylamino)propyl)amino)-3-(2-hexyldecanamido)-4-oxobutyl)thio)propanoate